C1(=CC=CC=C1)C1=NC2=C(N1C1=CC=C(C=C1)B(O)O)C=CC=C2 (4-(2-phenyl-1H-benzo[d]imidazol-1-yl)phenyl)boronic acid